1-((5aS,6R,11bR)-14-(cyclopropylmethyl)-5a,10-dihydroxy-1,2,5,5a,6,7-hexahydro-6,11b-(epiminoethano)naphtho[1,2-d]azepin-3(4H)-yl)-2-(pyrazolo[1,5-a]pyridin-2-yl)ethan-1-one C1(CC1)CN1CC[C@]23CCN(CC[C@]2([C@H]1CC1=CC=C(C=C13)O)O)C(CC1=NN3C(C=CC=C3)=C1)=O